ethylene bis(2-ethylhexanoate) C(C)C(C(=O)OCCOC(C(CCCC)CC)=O)CCCC